C[Si]1(CC(CC1)N)C 1,1-dimethylsilacyclopentane-3-amine